C(C)(=O)O[C@@H]1O[C@@H](C[C@H]1OC(C)=O)C(=O)OC (2S,3R,5S)-5-(methoxycarbonyl)tetrahydrofuran-2,3-diyl diacetate